N-[(1R,2S)-2-fluorocyclopropyl]-6-[4-(4-formylpyridin-2-yl)-2,3-dihydroindol-1-yl]-8-(methylamino)imidazo[1,2-b]pyridazine-3-carboxamide F[C@@H]1[C@@H](C1)NC(=O)C1=CN=C2N1N=C(C=C2NC)N2CCC1=C(C=CC=C21)C2=NC=CC(=C2)C=O